Cl.Cl.N1(CCC(CC1)C1CCNCC1)CC(=O)NC1=NN(CC1)C1=CC(=C(C=C1)Cl)Cl 2-([4,4'-bipiperidin]-1-yl)-N-(1-(3,4-dichlorophenyl)-4,5-dihydro-1H-pyrazol-3-yl)acetamide dihydrochloride